FC1=CC(=C(C=C1[N+](=O)[O-])N)OC(F)(F)F 4-fluoro-5-nitro-2-(trifluoromethoxy)benzeneAmine